(2R,3S)-2-((Z)-3-(5-chloro-4-methyl-1H-benzo[d]imidazol-1-yl)-2-fluoroprop-1-enyl)piperidin-3-ol ClC1=C(C2=C(N(C=N2)C/C(=C/[C@H]2NCCC[C@@H]2O)/F)C=C1)C